CSC1=NN2C(C(=N1)O)=NC=C2 2-(Methylsulfanyl)imidazo[2,1-f][1,2,4]triazin-4-ol